N-((4bR,9bR)-1-amino-4b-hydroxy-7-isopropyl-10-oxo-4b,10-dihydro-9bH-indeno[1,2-b]benzofuran-9b-yl)acetamide NC1=C2C([C@]3([C@](OC4=C3C=CC(=C4)C(C)C)(C2=CC=C1)O)NC(C)=O)=O